C12CN(CC(C1)C2)C2=C(C=C(C=C2F)NC(=O)C=2N=C(OC2CC(F)(F)F)N2CCCC2)F N-(4-(3-azabicyclo[3.1.1]heptan-3-yl)-3,5-difluorophenyl)-2-(pyrrolidin-1-yl)-5-(2,2,2-trifluoroethyl)oxazole-4-carboxamide